ClC1=CC(=C(C=C1F)N1CCC2(CN(C2)C2=C(C=C(C(=C2)OC)[N+](=O)[O-])F)CC1)F 7-(4-Chloro-2,5-difluorophenyl)-2-(2-fluoro-5-methoxy-4-nitrophenyl)-2,7-diazaspiro[3.5]nonane